2-(4-fluorophenyl)ethylammonium 4-methylbenzenesulfonate CC1=CC=C(C=C1)S(=O)(=O)[O-].FC1=CC=C(C=C1)CC[NH3+]